N-TERT-BUTYL-2-(3-FORMYLPHENOXY)PROPANAMIDE C(C)(C)(C)NC(C(C)OC1=CC(=CC=C1)C=O)=O